FC(C=1C=CC(=C(C(=O)N)C1)N1C[C@@H](CC1)OC1=NC=C(C=C1)C(F)(F)F)(F)F (R)-5-(trifluoromethyl)-2-(3-(5-(trifluoromethyl)pyridin-2-yloxy)pyrrolidin-1-yl)benzamide